P(=O)(O)([O-])[O-].OCC[N+](C)(C)C.OCC[N+](C)(C)C Dicholine monohydrogenphosphate